2-(3-((4-methoxyphenyl)sulfonyl)-4-((4-methylpiperazin-1-yl)amino)quinolin-6-yl)acetonitrile COC1=CC=C(C=C1)S(=O)(=O)C=1C=NC2=CC=C(C=C2C1NN1CCN(CC1)C)CC#N